3-hydroxy-5-((2-(1-isopropyl-1H-pyrazol-5-yl)pyridin-3-yl)methoxy)isonicotinaldehyde OC1=C(C=O)C(=CN=C1)OCC=1C(=NC=CC1)C1=CC=NN1C(C)C